FC1=CC=C(C=C1)NP(=S)(C1=CC=CC=C1)C1=CC=CC=C1 N-(4-Fluorophenyl)-P,P-diphenylphosphinothioic amide